((tert-butyldimethylsilyloxy) methyl) bicyclo[1.1.1]pentane-1-carboxylate C12(CC(C1)C2)C(=O)OCO[Si](C)(C)C(C)(C)C